ClC1=C(C=CC=C1)C1=NN(C(=N1)C1=C(C=CC(=C1)I)F)C 3-(2-chlorophenyl)-5-(2-fluoro-5-iodophenyl)-1-methyl-1H-1,2,4-triazole